1,7-trimethylbicyclo[2.2.1]heptane CC1(C2CCC1(CC2)C)C